3-[(2S)-2-({5-[(1S)-1-[(5-chloro-2-methylpyridin-3-yl)amino]ethyl]thiophen-2-yl}formamido)-3-cyclopentylpropanamido]-N-methylbicyclo[1.1.1]pentane-1-carboxamide ClC=1C=C(C(=NC1)C)N[C@@H](C)C1=CC=C(S1)C(=O)N[C@H](C(=O)NC12CC(C1)(C2)C(=O)NC)CC2CCCC2